C(C1=CC=CC=C1)S(=O)(=O)C=1N=C(C2=C(N1)N(N=N2)CC2=C(C=CC=C2)Cl)N2CC(CC2)(F)F 5-Benzylsulfonyl-3-[(2-chlorophenyl)methyl]-7-(3,3-difluoropyrrolidin-1-yl)triazolo[4,5-d]pyrimidine